CSC=1N=CC2=C(N1)N(C(C(=C2C#C[Si](C(C)C)(C(C)C)C(C)C)C(=O)OC)=O)C2=CC=CC=C2 methyl 2-(methylsulfanyl)-7-oxo-8-phenyl-5-[2-(triisopropylsilyl)ethynyl]pyrido[2,3-d]pyrimidine-6-carboxylate